tert-butyl 8-(2-hydroxy-2-methyl-propyl)-3,8-diazabicyclo[3.2.1]octane-3-carboxylate OC(CN1C2CN(CC1CC2)C(=O)OC(C)(C)C)(C)C